C(C)OC(=O)C1=CC(=CC=2N1N=CC2C=O)Br.BrC2=C(C(N(C=C2C2=CC=CC=C2)CCO)=O)C(F)(F)F 4-bromo-1-(2-hydroxyethyl)-5-phenyl-3-(trifluoromethyl)pyridin-2-one ethyl-5-bromo-3-formyl-pyrazolo[1,5-a]pyridine-7-carboxylate